C(OCCOCCNC1=C2C(N(C(C2=CC=C1)=O)C1C(NC(CC1)=O)=O)=O)(OC1=CC=C(C=C1)[N+](=O)[O-])=O 2-(2-((2-(2,6-Dioxopiperidin-3-yl)-1,3-dioxoisoindolin-4-yl)amino)ethoxy)ethyl (4-nitrophenyl) carbonate